CC1=C(C=NC(=C1)C(F)(F)F)S(=O)(=O)Cl 4-methyl-6-(trifluoromethyl)pyridine-3-sulfonyl chloride